2-(5-chloro-1H-pyrrolo[2,3-b]pyridine-2-carboxamido)-3-(5-chloropyridin-2-yl)propanoic acid ClC=1C=C2C(=NC1)NC(=C2)C(=O)NC(C(=O)O)CC2=NC=C(C=C2)Cl